N1,N1-dimethyl-N4-(5-methyl-2-(4-(pyridin-2-yloxy)piperidin-1-yl)phenyl)benzene-1,4-disulfonamide CN(S(=O)(=O)C1=CC=C(C=C1)S(=O)(=O)NC1=C(C=CC(=C1)C)N1CCC(CC1)OC1=NC=CC=C1)C